N4-(3-aminocyclohexyl)-5-chloro-N2-(1-methyl-1H-pyrazol-4-yl)pyrimidine-2,4-diamine NC1CC(CCC1)NC1=NC(=NC=C1Cl)NC=1C=NN(C1)C